N-[3-[[1-(2-cyanophenyl)-4-piperidyl]methyl]-2-ethyl-4-oxo-quinazolin-6-yl]cyclopropanecarboxamide C(#N)C1=C(C=CC=C1)N1CCC(CC1)CN1C(=NC2=CC=C(C=C2C1=O)NC(=O)C1CC1)CC